NC=1C=2N(C3=CC(=C(C=C3N1)F)C(=O)N1[C@@H]3[C@H](CCC1)OC1=C3C=CC(=C1)OC(F)(F)F)C=NC2 (4-amino-7-fluoroimidazo[1,5-a]quinoxalin-8-yl)((4aS,9bS)-7-(trifluoromethoxy)-3,4,4a,9b-tetrahydrobenzofuro[3,2-b]pyridin-1(2H)-yl)methanone